N-(1-(3-cyano-9-ethyl-6,6-dimethyl-11-oxo-6,11-dihydro-5H-benzo[b]carbazol-8-yl)piperidin-4-yl)-4-((2-(2,6-dioxopiperidin-3-yl)-1,3-dioxoisoindolin-4-yl)amino)butanamide C(#N)C1=CC=C2C=3C(C4=C(C(C3NC2=C1)(C)C)C=C(C(=C4)CC)N4CCC(CC4)NC(CCCNC4=C1C(N(C(C1=CC=C4)=O)C4C(NC(CC4)=O)=O)=O)=O)=O